3-(1-hydroxyethyl)-2-methyl-1H-pyridin-4-one OC(C)C1=C(NC=CC1=O)C